(2R,3S)-3-((6-fluoro-2-(2-methoxy-7-methylquinoxalin-5-yl)thiazolo[5,4-b]pyridin-5-yl)oxy)butan-2-yl (6-(1-hydroxyethyl)pyridin-3-yl)carbamate OC(C)C1=CC=C(C=N1)NC(O[C@H](C)[C@H](C)OC1=C(C=C2C(=N1)SC(=N2)C2=C1N=CC(=NC1=CC(=C2)C)OC)F)=O